2-ethyl-4-(2,2,3-trimethyl-1-cyclopent-3-enyl)but-2-en-1-ol tert-butyl-4-[5-methyl-7-(4,4,5,5-tetramethyl-1,3,2-dioxaborolan-2-yl)quinolin-2-yl]piperazine-1-carboxylate C(C)(C)(C)C1N(CCN(C1)C1=NC2=CC(=CC(=C2C=C1)C)B1OC(C(O1)(C)C)(C)C)C(=O)OCC(=CCC1C(C(=CC1)C)(C)C)CC